tert-Butyl 4-[[2-(3-cyanophenyl)pyrazolo[1,5-a]pyrimidin-5-yl]methyl]piperazine-1-carboxylate C(#N)C=1C=C(C=CC1)C1=NN2C(N=C(C=C2)CN2CCN(CC2)C(=O)OC(C)(C)C)=C1